C1(CCC=2CC=CCC12)O 4,7-Dihydro-1-indanol